NC1=NN2C(N=CC(=C2)F)=C1C(=O)NC=1C=NC=C(C1N1CCC(CC1)C(=O)N1CC(C1)C#N)F 2-amino-N-(4-(4-(3-cyanoazetidine-1-carbonyl)piperidin-1-yl)-5-fluoropyridin-3-yl)-6-fluoropyrazolo[1,5-a]pyrimidine-3-carboxamide